3-(3-(2,2-difluoroethyl)-7-(((3R,4R)-3-fluoro-1-methylpiperidin-4-yl)amino)benzofuran-2-yl)prop-2-yn FC(CC1=C(OC2=C1C=CC=C2N[C@H]2[C@@H](CN(CC2)C)F)C#CC)F